Dihydro-2H-1,3,4-oxadiazin-2-one O1C(NNC=C1)=O